C(CCCCC)C=1C=C2C(=CC=NC2=CC1)C1=CC=NC=C1 6-hexyl-4-(pyridin-4-yl)quinolin